6-(6-fluoro-4-methoxy-2-pyridyl)-5-methyl-2-(triazol-1-yl)-7,8-dihydro-5H-pyrido[4,3-d]pyrimidine FC1=CC(=CC(=N1)N1C(C2=C(N=C(N=C2)N2N=NC=C2)CC1)C)OC